3-[1-(2-chloro-6-fluorophenyl)ethyl]-4-[(4-fluorophenyl)methyl]-4,5-dihydro-1,2,4-oxadiazol-5-one ClC1=C(C(=CC=C1)F)C(C)C1=NOC(N1CC1=CC=C(C=C1)F)=O